C1(=NC=CC2=CC(=CC=C12)O)O isoquinolin-1,6-diol